BrC1=CC2=C(N=C(S2)N)C=C1OC 6-bromo-5-methoxybenzo[d]thiazol-2-amine